Cl.NC1=CC=C(C=C1)C(C1=CC=C(N)C=C1)=C1C=CC(C=C1)=N 4-[(4-Aminophenyl)-(4-imino-1-cyclohexa-2,5-dienylidene)methyl]aniline hydrochloride